(R)-5-[1-(2-Fluoro-6-methyl-phenyl)-piperidin-4-yl]-2,4-dimethyl-7-(3-trifluoromethyl-pyridin-2-ylmethyl)-2,4,5,7-tetrahydro-pyrazolo[3,4-d]pyrimidin-6-on FC1=C(C(=CC=C1)C)N1CCC(CC1)N1C(N(C=2C([C@H]1C)=CN(N2)C)CC2=NC=CC=C2C(F)(F)F)=O